7,7-difluoro-1,2,3,3a,4,5,6,7a-octahydroisoindole hydrochloride Cl.FC1(CCCC2CNCC12)F